N-isopropyl-N'-Phenyl-p-phenylenediamine CC(C)NC1=CC=C(C=C1)NC2=CC=CC=C2